4-fluoro-5-methyl-1-(tetrahydro-2H-pyran-2-yl)-1H-pyrazole FC=1C=NN(C1C)C1OCCCC1